C(CCCCCCC)C=1C2=C(N=C(N1)C1=CC=CC=C1F)C(=C(N=C2)Cl)F octyl-7-chloro-6-fluorophenyl-8-fluoropyrido[4,3-d]pyrimidine